COC(CN1C(C2=C(C1=O)C=C(S2)C2=NC(=NC=C2Cl)NC2CCOCC2)(C)C)=O 2-(2-(5-chloro-2-((tetrahydro-2H-pyran-4-yl)amino)pyrimidin-4-yl)-6,6-dimethyl-4-oxo-4,6-dihydro-5H-thieno[2,3-c]pyrrol-5-yl)acetic acid methyl ester